C(C)(=O)OCCCCCCCCCCC#C\C=C/CC (Z)-hexadec-13-ene-11-yn-1-yl acetate